2-((3-cyano-4-fluoro-2-methylphenyl)-amino)-N-(6-methoxy-2-methylpyridin-3-yl)-5-(trifluoromethyl)-benzamide C(#N)C=1C(=C(C=CC1F)NC1=C(C(=O)NC=2C(=NC(=CC2)OC)C)C=C(C=C1)C(F)(F)F)C